3,7-diamino-2,8-dimethyldibenzothiophene-5-oxide NC=1C(=CC2=C(S(C3=C2C=C(C(=C3)N)C)=O)C1)C